C1(CCCCC1)C(=O)C=1C(NC(C1O)CCC)=O 3-(cyclohexanecarbonyl)-4-hydroxy-5-propyl-2,5-dihydro-pyrrol-2-one